hydroxy-1-tetrahydropyran-2-yl-indazole-4-carboxamidine OC1=NN(C=2C=CC=C(C12)C(=N)N)C1OCCCC1